2-(4,4-difluoroazepan-1-yl)-7-fluoro-N-(3-(2-hydroxypropan-2-yl)phenyl)quinoline-3-carboxamide methyl-(R)-2-((1-(6-methyl-4-oxo-2-(piperidin-1-yl)-4H-chromen-8-yl)ethyl)amino)benzoate COC(C1=C(C=CC=C1)N[C@H](C)C=1C=C(C=C2C(C=C(OC12)N1CCCCC1)=O)C)=O.FC1(CCN(CCC1)C1=NC2=CC(=CC=C2C=C1C(=O)NC1=CC(=CC=C1)C(C)(C)O)F)F